2H,3H,4H-pyrido[3,2-b][1,4]oxazine-4-carboxylic acid tert-butyl ester C(C)(C)(C)OC(=O)N1C2=C(OCC1)C=CC=N2